COC1=C(C=CC(=C1)S(=O)(=O)N1CCN(CC1)C)NCC#CC=1N(C2=CC=CC(=C2C1)NC1CCN(CC1)CC(CO)O)CC(F)(F)F 3-[4-({2-[3-({2-methoxy-4-[(4-methylpiperazin-1-yl)sulfonyl]phenyl}amino)prop-1-yn-1-yl]-1-(2,2,2-trifluoroethyl)-1H-indol-4-yl}amino)piperidin-1-yl]propane-1,2-diol